FC=1C=CC(=NC1)C1=NN2C(CCC(C2)(/C=N/O)C([2H])([2H])[2H])=C1 (E)-2-(5-Fluoropyridin-2-yl)-6-(methyl-d3)-4,5,6,7-tetrahydropyrazolo[1,5-a]pyridine-6-carbaldehyde oxime